bis-(3-triethoxysilylpropyl)-tetrasulfane C(C)O[Si](CCCSSSSCCC[Si](OCC)(OCC)OCC)(OCC)OCC